OCCC(CCC)(N)N Hydroxyethyl-butanediamine